(R)-6-methoxy-1-methyl-7-nitro-3,4-dihydroisoquinoline-2(1H)-carbaldehyde COC=1C=C2CCN([C@@H](C2=CC1[N+](=O)[O-])C)C=O